O1COC2=C1C=CC(=C2)C=CC(=O)O 3-(benzo[d][1,3]dioxolane-5-yl)acrylic acid